C(C)(=O)C1=CC(=NC=N1)O[C@@H]1C[C@@H](N(C1)CC1=C(N=C(S1)NC(C)=O)F)C N-(5-(((2S,4R)-4-((6-acetylpyrimidin-4-yl)oxy)-2-methylpyrrolidin-1-yl)methyl)-4-fluorothiazol-2-yl)acetamide